The molecule is dicarboxylate anion of (3Z)-4-(2-carboxyphenyl)-2-oxobut-3-enoic acid. It is a dicarboxylic acid dianion and an oxo carboxylic acid anion. It is a conjugate base of a (3Z)-4-(2-carboxyphenyl)-2-oxobut-3-enoic acid. C1=CC=C(C(=C1)/C=C\\C(=O)C(=O)[O-])C(=O)[O-]